N1N=CN=C1 4,1,2-triazole